2-(4-cyclopropyl-6-methoxypyrimidin-5-yl)-4-(4-(1,4-dimethyl-1H-imidazol-2-yl)benzyl)oxazolo[5,4-c]pyridine C1(CC1)C1=NC=NC(=C1C=1OC=2C(=NC=CC2N1)CC1=CC=C(C=C1)C=1N(C=C(N1)C)C)OC